{4'-Chloro-5-[(4-trifluoromethylphenylamino)methyl]biphenyl-2-yl}carbamic acid ethyl ester C(C)OC(NC1=C(C=C(C=C1)CNC1=CC=C(C=C1)C(F)(F)F)C1=CC=C(C=C1)Cl)=O